N-[(3R)-2,6-dioxo-3-piperidinyl]-1H-indole-3-carboxamide O=C1NC(CC[C@H]1NC(=O)C1=CNC2=CC=CC=C12)=O